FC(C(=O)O)(F)F.FC=1C2=CN(N=C2C(=CC1F)C(=O)N)C1=CC=C(C=C1)CNC 4,5-difluoro-2-{4-[(methylamino)methyl]phenyl}-2H-indazole-7-carboxamide trifluoroacetate salt